rac-(1r,2r,5r)-2-amino-8-azabicyclo[3.2.1]octane-8-carboxylate N[C@H]1[C@H]2CC[C@@H](CC1)N2C(=O)[O-] |r|